C(#N)C1=NC=C(C=N1)OC1=CC=C(C=C1)C(C)(C)C1=CC=C(OC2CC(C2)NC(OC(C)(C)C)=O)C=C1 tert-butyl ((1r,3r)-3-(4-(2-(4-((2-cyanopyrimidin-5-yl)oxy)phenyl)propan-2-yl)phenoxy)cyclobutyl)carbamate